tin(Ii) diisooctanoate C(CCCCC(C)C)(=O)[O-].C(CCCCC(C)C)(=O)[O-].[Sn+2]